6-(4-methoxyphenyl)-2,3-diphenyl-5-(pyrimidin-4-ylamino)pyrazolo[1,5-a]pyrimidin-7(4H)-one COC1=CC=C(C=C1)C1=C(NC=2N(C1=O)N=C(C2C2=CC=CC=C2)C2=CC=CC=C2)NC2=NC=NC=C2